Azepine-2(3H)-one N1C(CC=CC=C1)=O